NCC1=C(C=O)C=CC=C1O 2-(AMINOMETHYL)-3-HYDROXYBENZALDEHYDE